ClC1=C(C=2N=C(N=C(C2C=N1)N1C[C@@](CCC1)(N)C)OC[C@]12CCCN2C[C@@H](C1)F)F (R)-1-(7-chloro-8-fluoro-2-(((2R,7aS)-2-fluorotetrahydro-1H-pyrrolizin-7a(5H)-yl)methoxy)pyrido[4,3-d]pyrimidin-4-yl)-3-methylpiperidin-3-amine